2-Methyl-2-(4-((5-oxo-4-(4-(trifluoro-methoxy)phenyl)-4,5-dihydro-1H-1,2,4-triazol-1-yl)methyl)-2-(trifluoro-methyl)phenoxy)propionic acid CC(C(=O)O)(C)OC1=C(C=C(C=C1)CN1N=CN(C1=O)C1=CC=C(C=C1)OC(F)(F)F)C(F)(F)F